N-([1,1'-biphenyl]-4-yl)-4-(2-methyl-6,7-dihydropyrazolo[1,5-a]pyrimidin-4(5H)-yl)-4-oxobutanamide C1(=CC=C(C=C1)NC(CCC(=O)N1C=2N(CCC1)N=C(C2)C)=O)C2=CC=CC=C2